NC=1N=NC(=CC1N1N=CC(=C1)N1C(CN(CC1)C1CCC(CC1)C1=CC=CC2=C1OCCN2[C@@H]2C(NC(CC2)=O)=O)=O)C2=C(C=CC=C2)O (S)-3-(8-((1r,4S)-4-(4-(1-(3-amino-6-(2-hydroxyphenyl)pyridazin-4-yl)-1H-pyrazol-4-yl)-3-oxopiperazin-1-yl)cyclohexyl)-2,3-dihydro-4H-benzo[b][1,4]oxazin-4-yl)piperidine-2,6-dione